4-(5-{[4-(Aminomethyl)phenyl]methoxy}-1-(furan-2-carbonyl)-4-methyl-1H-pyrazol-3-yl)-N,N,3-trimethyl-5-oxopiperidin-1-carboxamid NCC1=CC=C(C=C1)COC1=C(C(=NN1C(=O)C=1OC=CC1)C1C(CN(CC1=O)C(=O)N(C)C)C)C